BrC1=NN(C(=C1)CC(C)C)C1=CC=C(C=C1)OC(F)F 3-Bromo-1-(4-(difluoromethoxy)phenyl)-5-isobutyl-1H-pyrazole